L-4-amino-3,5,6-trichloro-2-pyridinecarboxylic acid NC1=C(C(=NC(=C1Cl)Cl)C(=O)O)Cl